OC=1C=CC=C2C=CC=NC12 8-HYDROXY-QUINOLINE